O1BOBOB1 1,3,5-trioxatriboracyclohexane